7-fluoro-N,N-dimethyl-1H-indazole-3-carboxamide FC=1C=CC=C2C(=NNC12)C(=O)N(C)C